OCCC1=NCCC1 hydroxyethylazoline